2-(7-chlorodibenzofuran-1-yl)-4,4,5,5-tetramethyl-1,3,2-dioxaborolane ClC1=CC2=C(C3=C(O2)C=CC=C3B3OC(C(O3)(C)C)(C)C)C=C1